magnesium-Zinc-calcium [Ca].[Zn].[Mg]